P(=O)(=O)CC(C(=O)O)(N)C\C=C\C1=CC=C(C=C1)O phosphocoumaryl-aminopropionic acid